CN1C(=NC=C1C(F)(F)F)C1=CC=C(C=C1)CN (4-(1-methyl-5-(trifluoromethyl)-1H-imidazol-2-yl)phenyl)methanamine